(E)-4-fluoro-1-(4-((4-((2-fluoro-4-((1-(5-fluoro-6-methylpyridin-3-yl)-1H-pyrazol-3-yl)oxy)phenyl)amino)-7-methoxyquinazolin-6-yl)amino)piperidin-1-yl)but-2-en-1-one FC/C=C/C(=O)N1CCC(CC1)NC=1C=C2C(=NC=NC2=CC1OC)NC1=C(C=C(C=C1)OC1=NN(C=C1)C=1C=NC(=C(C1)F)C)F